1-(benzo[d][1,3]dioxol-5-yl)-3-(4-(4-hydroxyphenyl)butan-2-yl)urea O1COC2=C1C=CC(=C2)NC(=O)NC(C)CCC2=CC=C(C=C2)O